2-(6-(((1S,2R,3R,5S,6R)-2-fluoro-6-methoxy-1,8-dimethyl-8-azabicyclo[3.2.1]octan-3-yl)oxy)pyridazin-3-yl)-5-(1H-imidazol-1-yl)phenol F[C@@H]1[C@@]2(C[C@H]([C@H](C[C@H]1OC1=CC=C(N=N1)C1=C(C=C(C=C1)N1C=NC=C1)O)N2C)OC)C